C[C@@]1(CC2=CC=C(C=C2CC1)C)CO |r| (+-)-(2,6-dimethyl-1,2,3,4-tetrahydro-2-naphthyl)methanol